C(#N)C(NC(=O)[C@@H]1[C@H]2C([C@H]2CN1C([C@H](C(C)(C)C)NC(C(F)(F)F)=O)=O)(C)C)C=1C2=C(C=NC1)C=CN2C (1R,2S,5S)-N-[cyano-(1-methylpyrrolo[3,2-c]pyridin-7-yl)methyl]-3-[(2S)-3,3-dimethyl-2-[(2,2,2-trifluoroacetyl)amino]butanoyl]-6,6-dimethyl-3-azabicyclo[3.1.0]hexane-2-carboxamide